N-methyl-2-((2-oxo-1-(o-tolyl)-7-(trifluoromethyl)-1,2-dihydroquinazolin-4-yl)amino)ethane-1-sulfonamide CNS(=O)(=O)CCNC1=NC(N(C2=CC(=CC=C12)C(F)(F)F)C1=C(C=CC=C1)C)=O